FC=1C(=C(C=CC1F)[C@H]1[C@@](O[C@]([C@H]1C)(C(F)(F)F)C)(C(=O)O)C)OC (2R,3S,4S,5R)-3-(3,4-difluoro-2-methoxyphenyl)-2,4,5-trimethyl-5-(trifluoromethyl)tetrahydrofuran-2-carboxylic acid